4-nitrophenyl 4-(4-(6-((6-acetyl-8-cyclopentyl-5-methyl-7-oxo-7,8-dihydropyrido[2,3-d]pyrimidin-2-yl)amino)pyridin-3-yl)piperazin-1-yl)piperidine-1-carboxylate C(C)(=O)C1=C(C2=C(N=C(N=C2)NC2=CC=C(C=N2)N2CCN(CC2)C2CCN(CC2)C(=O)OC2=CC=C(C=C2)[N+](=O)[O-])N(C1=O)C1CCCC1)C